[O-]S(=O)(=O)C(F)(F)F.C(CCCC)[N+]1=C(C=CC=C1)CC 1-Pentyl-2-ethylpyridinium triflat